(pyridin-3-yl)-5-nitrofuran-2-carboxamide N1=CC(=CC=C1)C1=C(OC(=C1)[N+](=O)[O-])C(=O)N